7-(4-fluorobenzyl)-7,9-dihydro-1H-purine-6,8-dione FC1=CC=C(CN2C(NC=3N=CNC(C23)=O)=O)C=C1